2-((1-oxo-7-(trifluoromethylthio)-2,3-dihydro-1H-inden-4-yl)oxy)benzonitrile O=C1CCC2=C(C=CC(=C12)SC(F)(F)F)OC1=C(C#N)C=CC=C1